6-[(3-aminopyrazol-1-yl)methyl]-2-(3,4-dichlorophenyl)-1-ethyl-4-oxo-pyridine-3-carboxylic acid NC1=NN(C=C1)CC1=CC(C(=C(N1CC)C1=CC(=C(C=C1)Cl)Cl)C(=O)O)=O